N-(4-(4,4-difluorocyclohexyl)-6-(6-fluoropyridin-2-yl)pyrimidin-5-yl)-2-isopropylpyrimidine-5-carboxamide FC1(CCC(CC1)C1=NC=NC(=C1NC(=O)C=1C=NC(=NC1)C(C)C)C1=NC(=CC=C1)F)F